3-[4-[1-[10-[5-[(2R)-2-(2,5-difluorophenyl)pyrrolidin-1-yl]pyrazolo[1,5-a]pyrimidin-3-yl]-10-oxo-decyl]-4-piperidyl]anilino]piperidine-2,6-dione FC1=C(C=C(C=C1)F)[C@@H]1N(CCC1)C1=NC=2N(C=C1)N=CC2C(CCCCCCCCCN2CCC(CC2)C2=CC=C(NC1C(NC(CC1)=O)=O)C=C2)=O